(R)-N-(5-(1-(9-(6-amino-4-methyl-3-(trifluoromethyl)pyridin-2-yl)-8-chloro-5,6-dihydro-4H-[1,4]oxazepino[5,6,7-de]quinazolin-4-yl)ethyl)pyridin-3-yl)acetamide NC1=CC(=C(C(=N1)C=1C(=C2C=3C(=NC=NC3C1)N(CCO2)[C@H](C)C=2C=C(C=NC2)NC(C)=O)Cl)C(F)(F)F)C